NC1=[NH+]N=CC2=CC=CC=C12 1-aminophthalazinium